C(C)N1C(NC2=C(C1=O)C=CC(=N2)CN2CCN(CC2)C=2C=CC(=NC2C)C(=O)NC)=O 5-(4-((3-ethyl-2,4-dioxo-1,2,3,4-tetrahydropyrido[2,3-d]pyrimidin-7-yl)methyl)piperazin-1-yl)-N,6-dimethylpyridinecarboxamide